ClC=1C(=C(C=C(C1)Cl)O)C=1N=NC(=CC1)N1C[C@@H](CC1)CN(C)C 3,5-dichloro-2-[6-[(3S)-3-[(dimethylamino)methyl]pyrrolidin-1-yl]pyridazin-3-yl]phenol